ClC1=C(C(=CC=C1Cl)O)[C@H]1CC(N(C1)CC1CC(C1)O)=S |r| rac-4-(2,3-dichloro-6-hydroxyphenyl)-1-(((1s,3s)-3-hydroxycyclobutyl)methyl)pyrrolidine-2-thione